COC=1C=C(C(=O)O)C=CC1C1(NC(NC1=O)=O)C 3-methoxy-4-(4-methyl-2,5-dioxoimidazolidin-4-yl)benzoic acid